beta-naphthylethyl-ammonium tert-butyl-(2S,5S)-5-(((tert-butyldiphenylsilyl)oxy)methyl)-2-((2-(3,5-dichloro-6-methylpyridin-2-yl)propan-2-yl)carbamoyl)morpholine-4-carboxylate C(C)(C)(C)OC(=O)N1C[C@H](OC[C@H]1CO[Si](C1=CC=CC=C1)(C1=CC=CC=C1)C(C)(C)C)C(NC(C)(C)C1=NC(=C(C=C1Cl)Cl)C)=O.C1(=CC=CC2=CC=CC=C12)CC[NH3+]